O[C@@H]([C@H](CO[C@@H]1[C@@H]([C@H]([C@H]([C@H](C1)CO)O)O)O)NC(CCCCCCCC1=CC=CC=C1)=O)[C@@H](CCCCCCCCCCCCCC)O N-((2S,3S,4R)-3,4-dihydroxy-1-{[(1S,2R,3S,4S,5R)-2,3,4-trihydroxy-5-(Hydroxymethyl)cyclohexyl]oxy}octadecane-2-yl)-8-phenyloctaneamide